NC1=C(C=C(C=N1)NC(C(=O)N1[C@@H](CC[C@H](C1)C)C=1C=C2C=CN=C(C2=CC1)O)=O)C |o1:12,15| rel-N-(6-Amino-5-methyl-3-pyridyl)-2-[(2S,5R)-2-(1-hydroxy-6-isoquinolyl)-5-methyl-1-piperidyl]-2-oxo-acetamide